N1(C=NC2=NC=CC=C21)C=2N=CC1=C(N2)CCN(C1)CC(O)C=1C(=C2COC(C2=CC1)=O)C 5-(2-(2-(1H-imidazo[4,5-b]pyridin-1-yl)-7,8-dihydropyrido[4,3-d]pyrimidin-6(5H)-yl)-1-hydroxyethyl)-4-methylisobenzofuran-1(3H)-one